benzo[d][1,3]dioxolol O1C(OC2=C1C=CC=C2)O